FC(CN1CCN(CC1)C(=O)[O-])F 4-(2,2-difluoroethyl)piperazine-1-carboxylate